ClC1=C(OC2=CC=CC3=C2NC(=NS3(=O)=O)NCC=3C(=NC=CC3)O)C=CC=C1 5-(2-chlorophenoxy)-3-(((2-hydroxypyridin-3-yl)methyl)amino)-4H-benzo[e][1,2,4]thiadiazine 1,1-dioxide